CC=1C=C2C=CC(=CN2C1C(=O)[O-])OC1=C(C=CC=C1)C.[K+] Potassium 2-methyl-6-(o-tolyloxy)indolizine-3-carboxylate